(S)-N-(5-cyclopropyl-2-morpholinothiazolo[4,5-b]pyridin-6-yl)-6-(3-hydroxypyrrolidin-1-yl)pyridinecarboxamide C1(CC1)C1=C(C=C2C(=N1)N=C(S2)N2CCOCC2)NC(=O)C2=NC(=CC=C2)N2C[C@H](CC2)O